5-(bicyclo[1.1.1]pentan-1-yl)-7-bromo-8-methoxy-2-methyl-3-(4,4,4-trifluorobutyl)-2,3,4,5-tetrahydrobenzo[f][1,2,5]thiadiazepine 1,1-dioxide C12(CC(C1)C2)N2CC(N(S(C1=C2C=C(C(=C1)OC)Br)(=O)=O)C)CCCC(F)(F)F